BrC=1C(=NC(=NC1)Cl)NC=1C(=C2C=CC(=NC2=CC1)C)P1(CCCC1)=O 1-(6-((5-bromo-2-chloropyrimidin-4-yl)amino)-2-methylquinolin-5-yl)phospholane 1-oxide